C(C)(C)(C)P(C(C)(C)C)[C-]1C=C(C=C1)C(C)=O.C(C)(=O)C1=C[C-](C=C1)P(C(C)(C)C)C(C)(C)C.[Fe+2] bis(di-t-butylphosphino)3,3'-diacetylferrocene